Methyl (S)-2-(2,5-difluoro-4-(6-((2-fluoro-4-iodobenzyl)oxy)pyridin-2-yl)benzyl)-1-(oxetan-2-ylmethyl)-1H-benzo[d]imidazole-6-carboxylate FC1=C(CC2=NC3=C(N2C[C@H]2OCC2)C=C(C=C3)C(=O)OC)C=C(C(=C1)C1=NC(=CC=C1)OCC1=C(C=C(C=C1)I)F)F